C(#N)[C@H]1C[C@H](C1)OC=1SC=C(N1)C12CC(C1)(C2)NC(OC(C)(C)C)=O tert-butyl (3-(2-(cis-3-cyanocyclobutoxy)thiazol-4-yl)bicyclo[1.1.1]pentan-1-yl)carbamate